FC1=C(C=CC(=C1)F)C1=CN=C(N1)[C@H](C)NC(=O)[C@H](CC(N1CCCC1)=O)NC(CCC(C)(C)C)=O N-[(1S)-1-[[(1S)-1-[5-(2,4-difluorophenyl)-1H-imidazol-2-yl]ethyl]carbamoyl]-3-oxo-3-pyrrolidin-1-yl-propyl]-4,4-dimethyl-pentanamide